O=C1NCC2C3=C(N(N=C3C1)C1=CC=C(C=C1)B1OC(C(O1)(C)C)(C)C)CCN2C(=O)OC(C)(C)C tert-butyl 8-oxo-2-(4-(4,4,5,5-tetramethyl-1,3,2-dioxaborolan-2-yl)phenyl)-2,3,4,5a,6,7,8,9-octahydro-5H-1,2,5,7-tetraazabenzo[cd]azulene-5-carboxylate